(S)-quinuclidin-3-yl (2,2-dimethyl-7-(3-(trifluoromethyl)phenyl)chroman-4-yl)carbamate CC1(OC2=CC(=CC=C2C(C1)NC(O[C@@H]1CN2CCC1CC2)=O)C2=CC(=CC=C2)C(F)(F)F)C